ethyl ((R)-2-(3-((1-(2-(4,4-dimethylpentyl)-5-methoxyphenyl)piperidin-4-yl)methoxy)phenyl)propyl)(methyl)phosphinate CC(CCCC1=C(C=C(C=C1)OC)N1CCC(CC1)COC=1C=C(C=CC1)[C@H](CP(OCC)(=O)C)C)(C)C